C(C)(C)OC1=C(N=C2N1C=C(C=C2)C(=O)O)C21COC(C2)(C1)C isopropoxy-2-(1-methyl-2-oxabicyclo[2.1.1]hexan-4-yl)imidazo[1,2-a]pyridine-6-carboxylic acid